C(C1=CC=CC=C1)OCCO[C@H]1[C@@H]2[C@H](OC1)[C@@H](CO2)O[Si](C2=CC=CC=C2)(C2=CC=CC=C2)C(C)(C)C [(3R,3aR,6R,6aS)-3-(2-benzyloxyethoxy)-2,3,3a,5,6,6a-hexahydrofuro[3,2-b]furan-6-yl]oxy-tert-butyl-diphenyl-silane